C(CCCCCCCCCCCCCCCCC)\C(=C(/C(=O)N)\CCCCCCCCCCCCCCCCCC)\C(=O)O distearyl-fumaric acid amide